C(C)N1N=CC(=C1C)S(=O)(=O)N1CCC2(CC(CO2)NC[C@@H](COC=2C=C(C=CC2)S(=O)(=O)NC)O)CC1 3-((2S)-3-(8-(1-ethyl-5-methyl-1H-pyrazol-4-ylsulfonyl)-1-oxa-8-azaspiro[4.5]decan-3-ylamino)-2-hydroxypropoxy)-N-methylbenzenesulfonamide